2-(6-((5,6-dimethyl-2-((4-(4-methylpiperazin-1-yl)phenyl)amino)thieno[2,3-d]pyrimidine-4-yl)amino)pyridin-2-yl)propan-2-ol CC1=C(SC=2N=C(N=C(C21)NC2=CC=CC(=N2)C(C)(C)O)NC2=CC=C(C=C2)N2CCN(CC2)C)C